CC=1C(=NC=C(C1)NC(C(=O)N1C(CCCC1)C1=CC(=CC=C1)NC)=O)NC(OC(C)(C)C)=O tert-butyl N-[3-methyl-5-[[2-[2-[3-(methylamino)phenyl]-1-piperidyl]-2-oxo-acetyl]amino]-2-pyridyl]carbamate